BrC=1C(=CC(=C(C1)C=NC12COC(C1)(C2)COC)[N+](=O)[O-])OC(C)C 1-(5-bromo-4-isopropoxy-2-nitrophenyl)-N-(1-(methoxymethyl)-2-oxabicyclo[2.1.1]hexan-4-yl)methanimine